C(C)OC=1C=C(C=C(C1)C1=C(C=CC=C1)C1=NN=CN1C)N 5-ethoxy-2'-(4-methyl-4H-1,2,4-triazol-3-yl)-[1,1'-biphenyl]-3-amine